β-methyladipic acid CC(CC(=O)O)CCC(=O)O